(2s)-2-[(5R)-7-tert-butoxycarbonyl-1-oxo-2,7-diazaspiro[4.4]nonan-2-yl]-3-methyl-butanoic acid C(C)(C)(C)OC(=O)N1C[C@@]2(CCN(C2=O)[C@H](C(=O)O)C(C)C)CC1